6-[2-ethyl-6-(4-piperazin-1-yl-1-piperidinyl)-3-pyridinyl]-2,8-dimethyl-imidazo[1,2-a]pyridine C(C)C1=NC(=CC=C1C=1C=C(C=2N(C1)C=C(N2)C)C)N2CCC(CC2)N2CCNCC2